dodecacarbonyl-cobalt tetraoxide C(=O)=[Co](=C=O)(=C=O)(=C=O)(=C=O)(=C=O)(=C=O)(=C=O)(=C=O)(=C=O)(=C=O)(=C=O)(=O)(=O)(=O)=O